(1R,8S)-bicyclo[6.1.0]non-4-yne-9,9-diyl-dimethanol [C@H]12CCC#CCC[C@@H]2C1(CO)CO